C(CCC)C1=CC=C(C(=O)C2=C(C(=C(C=C2)OC(=O)C=2OC=CC2)O)O)C=C1 4-(4-butylbenzoyl)-2,3-dihydroxyphenyl-furan-2-carboxylate